NOCC(=O)N[C@H](C(=O)NC(C(=O)N)CCCNC(=O)N)C(C)C 2-((S)-2-(2-(aminooxy)acetamido)-3-methylbutanoylamino)-5-ureidovaleramide